FC(C(=O)O)(F)F.C(C)OC=1C=C(CN2CC3(C2)CN(C(C3)=O)C3=CC=C(C(=O)O)C=C3)C=CC1F 4-(2-(3-ethoxy-4-fluorobenzyl)-7-oxo-2,6-diazaspiro[3.4]oct-6-yl)benzoic acid, trifluoroacetate salt